FC1=C(C=CC=C1)C1=C2C(=NN1CC1=CC(=CC=C1)N1CCN(CC1)C)CN(C2)C 3-(2-fluorophenyl)-5-methyl-2-(3-(4-methylpiperazin-1-yl)benzyl)-2,4,5,6-tetrahydropyrrolo[3,4-c]pyrazole